N-margaroyl-serine C(CCCCCCCCCCCCCCCC)(=O)N[C@@H](CO)C(=O)O